C1=CC=C2C=CC=C3C2=C1OC1=C(O3)C=CC=C1 benzo[b]naphtho[1,8-ef][1,4]dioxepin